ClC=1C=C2N=C(C(N(C2=CC1C(F)(F)F)C=1C(=NC=CC1)C)=O)NCC(C)(OC)OC 6-Chloro-3-((2,2-dimethoxypropyl)amino)-1-(2-methylpyridin-3-yl)-7-(trifluoromethyl)quinoxaline-2(1H)-on